7-methoxy-2-[2-(1-methyl-1H-pyrazol-4-yl)cyclopropyl][1,2,4]triazolo[1,5-c]quinazolin-5-amine COC1=CC=CC=2C=3N(C(=NC12)N)N=C(N3)C3C(C3)C=3C=NN(C3)C